OC=1C(=CC=2C(C3=CC=CC=C3C(C2C1O)=O)=O)NS(=O)(=O)C1=CC(=C(C=C1)OC)OC N-(3,4-dihydroxy-9,10-dioxo-9,10-dihydroanthracen-2-yl)-3,4-dimethoxybenzenesulfonamide